C1(CCC1)N1N=C(C(=C1NC(=O)[C@@H]1C(C1)(F)F)C)C1(CC(C1)(F)F)C (R)-N-(1-cyclobutyl-3-(3,3-difluoro-1-methylcyclobutyl)-4-methyl-1H-pyrazol-5-yl)-2,2-difluorocyclopropane-1-carboxamide